NCC1CCC(CC1)N1C2=NC(=NC=C2N=C1NC1=C(C(=CC=C1)Cl)F)NC1(CCOCC1)C 9-((1S,4S)-4-(aminomethyl)cyclohexyl)-N8-(3-chloro-2-fluorophenyl)-N2-(4-methyltetrahydro-2H-pyran-4-yl)-9H-purine-2,8-diamine